3-isopropyl-N-(piperidin-4-yl)-5-(pyridin-3-yl)pyrazolo[1,5-a]pyrimidin-7-amine C(C)(C)C=1C=NN2C1N=C(C=C2NC2CCNCC2)C=2C=NC=CC2